(s)-4-(4-(2-(4-chloro-3-(trifluoromethyl)phenoxy)-3,4-dioxocyclobut-1-enylamino)phenoxy)-N-methylpyridine-2-carboxamide ClC1=C(C=C(OC2=C(C(C2=O)=O)NC2=CC=C(OC3=CC(=NC=C3)C(=O)NC)C=C2)C=C1)C(F)(F)F